ClC1=CC2=C(C(=CO2)S(=O)(=O)NC2=C(C=C(C(=C2)F)F)F)C=C1 6-chloro-N-(2,4,5-trifluorophenyl)-1-benzofuran-3-sulfonamide